3-acetamidoaniline C(C)(=O)NC=1C=C(N)C=CC1